ethylisobutylmethylamine C(C)N(C)CC(C)C